BrC=1C(N(C=NC1)C)=O 5-bromo-3-methylpyrimidine-4(3H)-one